ClC=1C=C2C(=C3C1NC(NC31CCCCC1)=O)OC(=N2)CN[C@H]2COCC2 5-chloro-2-({[(3R)-oxolan-3-yl]amino}methyl)-7,8-dihydro-6H-spiro[[1,3]oxazolo[5,4-f]quinazoline-9,1'-cyclohexane]-7-one